The molecule is an (omega-1)-hydroxy fatty acid ascaroside obtained by formal condensation of the alcoholic hydroxy group of (2E,6R)-6-hydroxyhept-2-enoic acid with ascarylopyranose (the alpha anomer). It is a metabolite of the nematode Caenorhabditis elegans. It has a role as a Caenorhabditis elegans metabolite. It is an alpha,beta-unsaturated monocarboxylic acid and an (omega-1)-hydroxy fatty acid ascaroside. It derives from a (2E,7R)-7-hydroxyoct-2-enoic acid. It is a conjugate acid of an ascr#13(1-). C[C@H]1[C@@H](C[C@H]([C@@H](O1)O[C@H](C)CCC/C=C/C(=O)O)O)O